5-ETHYL-4-METHYL-1H-IMIDAZOLE-2-CARBALDEHYDE C(C)C1=C(N=C(N1)C=O)C